FC1(CCN(CC1)C=1C=C(C=NC1)N1C[C@@H](CC1)C=1C=C(C(=O)NC2=CC(=CC=C2)C(F)(F)F)C=CC1C)F (S)-3-(1-(5-(4,4-difluoropiperidin-1-yl)pyridin-3-yl)pyrrolidin-3-yl)-4-methyl-N-(3-(trifluoromethyl)phenyl)benzamide